CN1CCC(CC1)NC(=O)C1=NNC=C1 N-(1-methylpiperidin-4-yl)-1H-pyrazole-3-carboxamide